Gold(V) fluoride [Au](F)(F)(F)(F)F